3-(2-Chloro-6-methyl-4-pyridyl)-N-(1-cyano-2-methoxy-1-methyl-ethyl)-2-(3-cyanophenyl)pyrazolo[1,5-a]pyrimidine-5-carboxamide ClC1=NC(=CC(=C1)C=1C(=NN2C1N=C(C=C2)C(=O)NC(COC)(C)C#N)C2=CC(=CC=C2)C#N)C